CN(C1=C2NC=NC2=NC=N1)C 6-(Dimethylamino)purin